C(C)OC(CCCCCCN1C=C(C2=CC(=CC=C12)C#N)C1=C(C(=CC=C1)N)C)=O 7-(3-(3-amino-2-methylphenyl)-5-cyano-1H-indol-1-yl)heptanoic acid ethyl ester